The molecule is a triterpenoid saponin that is the monosaccharide derivative of (3beta,6beta)-3,6,23-trihydroxyolean-12-en-28-oic acid. It has been isolated from the stem bark of Kalopanax pictus. It has a role as an anti-inflammatory agent and a plant metabolite. It is a triterpenoid saponin, a pentacyclic triterpenoid, a beta-D-glucoside, a monosaccharide derivative, a carboxylic ester and a triol. It derives from a hydride of an oleanane. C[C@]12CC[C@@H]([C@@]([C@@H]1[C@@H](C[C@@]3([C@@H]2CC=C4[C@]3(CC[C@@]5([C@H]4CC(CC5)(C)C)C(=O)O[C@H]6[C@@H]([C@H]([C@@H]([C@H](O6)CO)O)O)O)C)C)O)(C)CO)O